7,8-Dichloro-5-ethyl-10-((2-hydroxyethyl)amino)-3,4,5,6-tetrahydroazepino[4,5-b]indol-2(1H)-one ClC1=C(C=C(C=2C3=C(NC12)C(CNC(C3)=O)CC)NCCO)Cl